FC1=CC=C(C=N1)NC(=O)C1=NC2=NC=3C=CC=CC3N2C=C1 N-(6-fluoropyridin-3-yl)-1,8,10-triazatricyclo[7.4.0.02,7]trideca-2(7),3,5,8,10,12-hexaene-11-carboxamide